N-(4-((3-chloro-2,4-difluorophenyl)amino)-5-(1H-indazol-6-yl)quinazolin-6-yl)-3-(1-methylpyrrolidin-2-yl)acrylamide ClC=1C(=C(C=CC1F)NC1=NC=NC2=CC=C(C(=C12)C1=CC=C2C=NNC2=C1)NC(C=CC1N(CCC1)C)=O)F